OC1=CC=CC=2C(OC(C21)=O)=O 4-hydroxy-2-benzofuran-1,3-dione